(7-((2S,5S)-5-(methoxymethyl)-2-methyl-4-(1-(quinoxalin-6-yl)ethyl)piperazin-1-yl)-4-methyl-5-oxo-4,5-dihydro-2H-pyrazolo[4,3-B]pyridin-2-yl)acetonitrile COC[C@H]1N(C[C@@H](N(C1)C=1C=2C(N(C(C1)=O)C)=CN(N2)CC#N)C)C(C)C=2C=C1N=CC=NC1=CC2